4-cyano-benzenemethylamine C(#N)C1=CC=C(C=C1)CN